N1=C(C=CC=C1)SSC1=NC=CC(=C1)N 2-(2-pyridyldithio)-4-pyridinamine